1-(3-((7-(2,4-difluoro-6-(2-methoxyethoxy)phenyl)-4-(1-methyl-1H-indazol-5-yl)thieno[3,2-c]pyridin-6-yl)ethynyl)azetidin-1-yl)prop-2-en-1-one FC1=C(C(=CC(=C1)F)OCCOC)C=1C2=C(C(=NC1C#CC1CN(C1)C(C=C)=O)C=1C=C3C=NN(C3=CC1)C)C=CS2